C(#N)C1=CC=C(COC2=CC=CC(=N2)C2CCN(CC2)CC2=NC3=C(N2CCOC)C(=CC=C3)F)C=C1 2-[(4-{6-[(4-Cyanobenzyl)oxy]pyridin-2-yl}piperidin-1-yl)methyl]-7-fluoro-1-(2-methoxyethyl)-1H-benzimidazol